ClC1=CC=C(C[C@@H]2N(C[C@H](CC2)O)C(=O)OC(C)(C)C)C=C1 tert-butyl (2R,5S)-2-(4-chlorobenzyl)-5-hydroxypiperidine-1-carboxylate